(1s,4s)-4-(8-(2,4-dichloro-3-fluorophenylamino)-2-(tetrahydro-2H-pyran-4-ylamino)-9H-purin-9-yl)cyclohexanecarboxamide ClC1=C(C=CC(=C1F)Cl)NC=1N(C2=NC(=NC=C2N1)NC1CCOCC1)C1CCC(CC1)C(=O)N